ClC1=C(C=CC=C1)[C@H]1CC[C@H](N1C(C1=CC(=CC(=C1)OCCOC)OC)=O)C(=O)O (2S,5R)-5-(2-chlorophenyl)-1-(3-methoxy-5-(2-methoxyethoxy)benzoyl)pyrrolidine-2-carboxylic acid